NC1=NC(=C2N=CN(C2=N1)[C@H]1C=C[C@H](C1)COP(=O)(OC1=CC=C(C=C1)Br)N[C@@H](CC(C)C)C(=O)OC)OC Methyl ((((1S,4R)-4-(2-amino-6-methoxy-9H-purin-9-yl)cyclopent-2-en-1-yl)methoxy)(4-bromophenoxy)phosphoryl)-L-leucinate